CC(CCN1C=NC2=CC=CC=C2C1=O)=C 3-(3-methylbut-3-en-1-yl)quinazolin-4(3H)-one